(S-2-methylpiperazin-1-yl)-10-(trifluoromethyl)-3,4-dihydro-2H,6H-[1,4]thiazepino[2,3,4-ij]quinazolin-6-one CC1N(CCNC1)S1CCCN2C(N=CC3=CC(=CC1=C23)C(F)(F)F)=O